7-methyl-5-methylsulfonyl-4-oxo-1-[4-(trifluoromethoxy)phenyl]cinnoline-3-carboxylic acid CC1=CC(=C2C(C(=NN(C2=C1)C1=CC=C(C=C1)OC(F)(F)F)C(=O)O)=O)S(=O)(=O)C